CO[C@@H]1[C@@H](CNC1)CN(C)C 1-((3S,4R)-4-methoxypyrrolidin-3-yl)-N,N-dimethylmethanamine